[N+](=O)([O-])C=1C=C(C[C@@]2(NCCC2)C(=O)O)C=CC1 α-(3-nitro-benzyl)-proline